O1CCN(CC1)ON1CCOCC1 Dimorpholino ether